N-[2-(2-fluoro-11-oxo-10,11-dihydro-5H-dibenzo[b,e][1,4]diazepin-5-yl)-2-oxoethyl]methanesulfonamide FC1=CC2=C(N(C3=C(NC2=O)C=CC=C3)C(CNS(=O)(=O)C)=O)C=C1